C(=O)(O)CCC(C(=O)OCC(COP(=O)(O)O)(CO)CO)=C pentaerythritol phosphate 2-carboxyethyl-acrylate